C(C=C)(=O)N1[C@@H](C=2NC3=CC=CC=C3C2C[C@@H]1C(=O)NC1CC1)C1=CC2=C(OCO2)C=C1 (1R,3R)-2-acryloyl-1-(benzo[d][1,3]dioxol-5-yl)-N-cyclopropyl-2,3,4,9-tetrahydro-1H-pyrido[3,4-b]indole-3-carboxamide